2-(3-(4-methoxycyclohexyl)-1-methylureido)-5-oxo-5H-thieno[3,2-b]pyran-6-carboxylic acid COC1CCC(CC1)NC(N(C)C1=CC=2OC(C(=CC2S1)C(=O)O)=O)=O